2-(4-bromo-phenoxy)phenylhydrazine BrC1=CC=C(OC2=C(C=CC=C2)NN)C=C1